ethyl 2-((2R,5S)-5-methyl-2-(2-(1-methylpiperidin-4-yl)quinolin-7-yl)piperidin-1-yl)-2-oxoacetate C[C@H]1CC[C@@H](N(C1)C(C(=O)OCC)=O)C1=CC=C2C=CC(=NC2=C1)C1CCN(CC1)C